CN1N=CC(=C1)C1=CC2=C(S1)C(CCC2)=O 2-(1-methyl-1H-pyrazol-4-yl)-5,6-dihydrobenzo[b]thiophen-7(4H)-one